ONC(=O)C1=CC2=C(OC(C(N2CC=2OC3=C(N2)C=CC(=C3)C)=O)(C)C)C=C1 N-hydroxy-2,2-dimethyl-4-((6-methylbenzo[d]oxazol-2-yl)methyl)-3-oxo-3,4-dihydro-2H-benzo[b][1,4]oxazine-6-carboxamide